piperazin-1-ol N1(CCNCC1)O